5-(4-((7-chloro-6-oxo-5,6-dihydro-1,5-naphthyridin-3-yl)methyl)piperazin-1-yl)-N-methylpyridineamide ClC=1C(NC=2C=C(C=NC2C1)CN1CCN(CC1)C=1C=CC(=NC1)C(=O)NC)=O